8-hydroxyquinoline tin [Sn].OC=1C=CC=C2C=CC=NC12